3-(4-(3-(((R)-1-(((1r,4R)-4-(4-amino-3-(difluoromethyl)-1H-pyrazole-1-yl)cyclohexyl)methyl)pyrrolidin-3-yl)oxy)prop-1-yn-1-yl)-3-methyl-1H-indazol-1-yl)piperidine NC=1C(=NN(C1)C1CCC(CC1)CN1C[C@@H](CC1)OCC#CC1=C2C(=NN(C2=CC=C1)C1CNCCC1)C)C(F)F